2-Butyl-1-((tetrahydro-2H-pyran-4-yl)methyl)-1H-imidazo[4,5-d]thieno[3,2-b]pyridine C(CCC)C1=NC=2C(=C3C(=NC2)C=CS3)N1CC1CCOCC1